(S)-5-((((5-(2-chloro-3-(3-chloro-2-(3-methoxy-4-(((((S)-5-oxopyrrolidin-2-yl)methyl)amino)methyl)phenyl)pyridin-4-yl)phenyl)-3-methoxypyrazin-2-yl)methyl)amino)methyl)pyrrolidin-2-one ClC1=C(C=CC=C1C1=C(C(=NC=C1)C1=CC(=C(C=C1)CNC[C@H]1NC(CC1)=O)OC)Cl)C=1N=C(C(=NC1)CNC[C@@H]1CCC(N1)=O)OC